ClC1=CC=C(C2=C1N(C=N2)CCC[C@H]2NCCC[C@@H]2O)F (2R,3S)-2-(3-(7-chloro-4-fluoro-1H-benzo[d]imidazol-1-yl)propyl)piperidin-3-ol